C(C1=CC=CC=C1)(=O)NC=1C(=NC=CC1C(=O)NCC(C)(C)C)C=1C=NC=CC1 benzoylamino-N-neopentyl-[2,3'-bipyridine]-4-carboxamide